Cl.N[C@H]1CCC2=CC(=CC=C12)N1C(=NC=2C1=NC(=CC2)N2N=CC=C2)C=2C(=NC=CC2)N (S)-3-(3-(1-amino-2,3-dihydro-1H-inden-5-yl)-5-(1H-pyrazol-1-yl)-3H-imidazo[4,5-b]pyridin-2-yl)pyridin-2-amine hydrochloride